2-bromo-6-(4,4-difluoropiperidin-1-yl)pyridine BrC1=NC(=CC=C1)N1CCC(CC1)(F)F